1H-pyrrolo[2,3-b]pyridine-4,6-diamine N1C=CC2=C1N=C(C=C2N)N